ClC1=C(C(=CC=C1)Cl)N1NC2=C(N=NC(=C2)Cl)C1=O 2-(2,6-dichlorophenyl)-6-chloro-1,2-dihydro-3H-pyrazolo[4,3-c]pyridazin-3-one